1-(4-biphenylyl)-2-α-naphthylethylene C1(=CC=C(C=C1)C=CC1=CC=CC2=CC=CC=C12)C1=CC=CC=C1